BrC1=C2C(=CN=C1NC1CCN(CC1)C)OC(=C2\C=C\OCC)C#N (E)-4-bromo-3-(2-ethoxyvinyl)-5-((1-methylpiperidin-4-yl)amino)furo[2,3-c]pyridine-2-carbonitrile